Methacryloxypropyltristrimethylsiloxysilane C(C(=C)C)(=O)OCCC[Si](O[Si](C)(C)C)(O[Si](C)(C)C)O[Si](C)(C)C